(R)-3-(3,3-difluorocyclobutyl)-N-((S)-1-(3-(difluoromethoxy)phenyl)butyl)-3-hydroxypropanamide FC1(CC(C1)[C@@H](CC(=O)N[C@@H](CCC)C1=CC(=CC=C1)OC(F)F)O)F